ClC1=C(CC(C1)C1=C(C=C(C=C1)C)C)C=O 2-chloro-4-(2,4-dimethylphenyl)cyclopent-1-ene-1-carbaldehyde